FC=1C=CC(=C(C1)NC(=O)NC1=CC(=CC=C1)OC(F)(F)F)CCO 1-[5-fluoro-2-(2-hydroxyethyl)phenyl]-3-(3-trifluoromethoxyphenyl)urea